C(C)C=1C(NC2=C(C(=CC=C2N1)CO)F)=O 3-ethyl-8-fluoro-7-(hydroxymethyl)-1H-quinoxalin-2-one